FCCCN1CC(C1)NC=1C=CC(=NC1)C=O 5-((1-(3-fluoropropyl)azetidin-3-yl)amino)pyridinealdehyde